C(C1=CC=CC=C1)N1CCC(CC1)CCNC(=O)C1[C@H](CN(CC1)C1=NC=C(C=N1)C(F)(F)F)C (3R)-N-[2-(1-benzylpiperidin-4-yl)ethyl]-3-methyl-1-[5-(trifluoromethyl)pyrimidin-2-yl]piperidine-4-carboxamide